C(#N)C1=C(O[C@@H]2C[C@@H](N(CC2)C=2C=CC(=NC2C(=O)N[C@H]2CN(CC2)C)C=2C(=NC=CC2)OCC)C2CC2)C=CC(=C1)C 5-[cis-4-(2-cyano-4-methylphenoxy)-2-cyclopropylpiperidin-1-yl]-2'-ethoxy-N-[(3R)-1-methylpyrrolidin-3-yl]-[2,3'-bipyridine]-6-carboxamide